C(C)(C)C1=C(C(=CC=C1)C1=CN=NC(=C1)OCCN1N=C(C=C1)S(N)(=O)=O)CC(=O)O 2-(2-isopropyl-6-(6-(2-(3-sulfamoyl-1H-pyrazol-1-yl)ethoxy)pyridazin-4-yl)-phenyl)acetic acid